FC1=C(C=C(C=C1)C=1N=C2OC=CN2C1C1=NC(=NC=C1)NCCCNS(=O)(=O)C1=CC=CC=C1)O N-(3-(4-(6-(4-fluoro-3-hydroxyphenyl)imidazo[2,1-b]oxazol-5-yl)pyrimidin-2-yl-amino)propyl)benzenesulfonamide